OC(CCC)([2H])C1=CC(=C(C=N1)C1=NC=C2C=C(N=CC2=C1)NC(C)=O)C N-(7-(6-(1-hydroxybutyl-1-d)-4-methylpyridin-3-yl)-2,6-naphthyridin-3-yl)acetamide